N1=NC(=CC=C1)N1N=C(C=C1)N 1-(pyridazin-3-yl)-1H-pyrazol-3-amine